trans-N-((4-(2-(4-chloro-3-fluorophenoxy)acetamido)cyclohexyl)methyl)-2-hydroxyisonicotinamide ClC1=C(C=C(OCC(=O)N[C@@H]2CC[C@H](CC2)CNC(C2=CC(=NC=C2)O)=O)C=C1)F